C(C)(C)(C)C1C(C(N(C1)C(=O)[O-])(CC)CC)=N tert-butyl-imino-2,2-diethylpyrrolidinate